1-(tert-butyl)ethyl-5-methyl-4-oxopyrrolidine-1,3-dicarboxylic acid 1-(tert-butyl) ester C(C)(C)(C)OC(=O)N1C(C(C(C1C)=O)C(=O)O)C(C)C(C)(C)C